N-((1-(4-Fluoro-2-methylbenzyl)cyclobutyl)methyl)-1-methyl-5-oxo-4,5-dihydro-1H-1,2,4-triazole-3-carboxamide FC1=CC(=C(CC2(CCC2)CNC(=O)C2=NN(C(N2)=O)C)C=C1)C